2,2-dimethylpentadecanoyl chloride CC(C(=O)Cl)(CCCCCCCCCCCCC)C